FC1=C(C(=O)O)C=C(C(=C1)F)NC(=O)C1=CN=C(S1)NC(=O)OC(C)(C)C 2,4-difluoro-5-[[2-[(2-methylpropan-2-yl)oxycarbonylamino]-1,3-thiazole-5-carbonyl]amino]benzoic acid